2-(4-isopropylpiperazin-1-yl)-6-methoxyaniline C(C)(C)N1CCN(CC1)C1=C(N)C(=CC=C1)OC